CCCCCC/C=C\CCCCCCCC(=O)OC[C@H](COP(=O)([O-])OCC[N+](C)(C)C)OC(=O)CCCCCCCCCCC/C=C\C/C=C\CCCCC 1-(9Z-hexadecenoyl)-2-(13Z,16Z-docosadienoyl)-glycero-3-phosphocholine